1-(3-chloro-2-pyridyl)-1H-pyrazole-5-formic acid ClC=1C(=NC=CC1)N1N=CC=C1C(=O)O